NC=1N=NC(=CC1N1N=C(C(=C1)N1CCN(CC1)C(=O)OC(C)(C)C)C)Cl tert-butyl 4-[1-(3-amino-6-chloro-pyridazin-4-yl)-3-methyl-pyrazol-4-yl]piperazine-1-carboxylate